8-(2-Amino-6-((R)-1-(4-chloro-2-(5,6-dihydro-2H-pyran-3-yl)phenyl)-2,2,2-trifluoroethoxy)pyrimidin-4-yl)-2-azaspiro[4.5]dec-7-en NC1=NC(=CC(=N1)C1=CCC2(CCNC2)CC1)O[C@@H](C(F)(F)F)C1=C(C=C(C=C1)Cl)C=1COCCC1